3-chloro-4-((3,5-difluoropyridin-2-yl)methoxy)-5',6-dimethyl-2'-(2-(methylthio)pyrimidin-4-yl)-2H-[1,4'-bipyridin]-2-one ClC=1C(N(C(=CC1OCC1=NC=C(C=C1F)F)C)C1=CC(=NC=C1C)C1=NC(=NC=C1)SC)=O